OC1=C(C=C(C=C1)C1=CCC2(CN(C2)C(=O)OCCCC)CC1)C(F)(F)F butyl 7-(4-hydroxy-3-(trifluoromethyl)phenyl)-2-azaspiro[3.5]non-6-ene-2-carboxylate